CO\N=C(\C(=O)OC)/C1=C(C(=CC=C1)C)CO/N=C(/C#CC1=CC=C(C=C1)OC(F)(F)F)\C Methyl (2E)-2-methoxyimino-2-[3-methyl-2-[[(E)-[1-methyl-3-[4-(trifluoromethoxy)phenyl]prop-2-ynylidene]amino]oxymethyl]phenyl]acetate